N-(4-cyano-2-fluorophenyl)-6-fluoro-1H-indole-3-sulfonamide C(#N)C1=CC(=C(C=C1)NS(=O)(=O)C1=CNC2=CC(=CC=C12)F)F